4-((7-methoxyquinazolin-4-yl)amino)-N-methylbenzenesulfonimidamide COC1=CC=C2C(=NC=NC2=C1)NC1=CC=C(C=C1)S(=O)(NC)=N